C(C(O)CC(=S)[O-])(=S)OC(CCCCC)CC 1-(2-ethyl)hexyl dithiomalate